COC=1C=C2C(=NC(=NC2=CC1OC)C)NC(C)C1=CC=C(S1)C1=C(C=CC=C1)CO [2-(5-{1-[(6,7-dimethoxy-2-methylquinazolin-4-yl)amino]ethyl}thiophen-2-yl)phenyl]methanol